Cl.C(C)(C)(C)C=1SC2=C(N1)C(CC1(CCNCC1)C2)=O 2-(tert-butyl)-5H-spiro[benzo[d]thiazole-6,4'-piperidin]-4(7H)-one hydrochloride